5-(6-chloro-5-((1S,2S)-2-(pyridin-4-ylethynyl)cyclopropyl)pyridazin-3-yl)pyrimidine-2,4(1H,3H)-dione ClC1=C(C=C(N=N1)C=1C(NC(NC1)=O)=O)[C@@H]1[C@H](C1)C#CC1=CC=NC=C1